2-bromo-4-[4-(dimethoxymethyl)-1-piperidyl]benzaldehyde BrC1=C(C=O)C=CC(=C1)N1CCC(CC1)C(OC)OC